N1C=C(C=2C1=NC=CC2)C=2CCN(CC2)CC=2C=C1C(N(C(C1=CC2)=O)N2C(NC(CC2)=O)=O)=O 5-((4-(1H-pyrrolo[2,3-b]pyridin-3-yl)-3,6-dihydropyridin-1(2H)-yl)methyl)-2-(2,4-dioxotetrahydropyrimidine-1(2H)-yl)isoindoline-1,3-dione